CN(C(OC(C)(C)C)=O)CCN(CC=1N(N=CC1C=1C=C2C(=NN(C2=CC1)C1OCCCC1)C=C)C)C tert-butyl N-methyl-N-[2-[methyl-[[2-methyl-4-(1-tetrahydropyran-2-yl-3-vinyl-indazol-5-yl)pyrazol-3-yl]methyl]amino]ethyl]carbamate